COC(OC)[SiH2]CCCC1=CC=CC=C1 dimethoxymethylsilylpropylbenzene